CC1=CN(C2=CC=C(C=C12)NC(C=C)=O)C1=NC(=NC=C1C)NC1=NN(C=C1)C1COC1 N-[3-methyl-1-[5-methyl-2-[[1-(oxetan-3-yl)pyrazol-3-yl]amino]pyrimidin-4-yl]indol-5-yl]prop-2-enamide